ClC1=C(C(=CC=C1)C1=NC2=C(N1)C=C(C(=C2)F)OC)C=2C(=CC(=CC2)C(NCC2=CC=C(C=C2)Cl)=O)C(=O)O (S)-2'-chloro-4-{[(4-chlorophenyl)methyl]carbamoyl}-6'-(5-fluoro-6-methoxy-1H-1,3-benzodiazol-2-yl)-[1,1'-biphenyl]-2-carboxylic acid